1-(trans-4-((4-(4-chloro-1H-pyrazol-3-yl)-5-(trifluoro-methyl)pyrimidin-2-yl)amino)-cyclohexyl)-1-(5-(pyrimidin-5-yl)pyrazin-2-yl)-3-(2,2,2-trifluoroethyl)urea ClC=1C(=NNC1)C1=NC(=NC=C1C(F)(F)F)N[C@@H]1CC[C@H](CC1)N(C(=O)NCC(F)(F)F)C1=NC=C(N=C1)C=1C=NC=NC1